N-((1-(3-((4-(trifluoromethyl)phenyl)amino)pyrazin-2-yl)piperidin-3-yl)methyl)acrylamide FC(C1=CC=C(C=C1)NC=1C(=NC=CN1)N1CC(CCC1)CNC(C=C)=O)(F)F